NC1=C(C=CC(=C1)Br)N[C@@H]1CC[C@H](CC1)O trans-(1r,4r)-4-((2-amino-4-bromophenyl)amino)cyclohexanol